ClC1=C(C=CC=C1F)[C@@H](C)C1=C(C=CC2=C1NC(=NS2(=O)=O)NCC2=C(C(=CC=C2)F)C)F (S)-5-(1-(2-chloro-3-fluorophenyl)ethyl)-6-fluoro-3-((3-fluoro-2-methylbenzyl)amino)-4H-benzo[e][1,2,4]thiadiazine 1,1-dioxide